C(CCCCCCC(C)C)OC(C1=CC=C(C(=O)OCCCCCCCC(C)C)C=C1)=O.C(CCC)C1=C(N=C(S1)NC(CCC1=C(C(=O)N)C=CC=C1C1=NOC(=N1)C)=O)C (3-((5-butyl-4-methylthiazol-2-yl)amino)-3-oxopropyl)-3-(5-methyl-1,2,4-oxadiazol-3-yl)benzamide Di-(isodecyl)-terephthalate